NC(C=1C=C(NC1)C(=O)NC(C(=O)O)\C=C\C(C)(C)C)C1=NC=CC=C1 (E)-2-(4-[amino(2-pyridyl)methyl]-2-pyrrolylcarbonylamino)-5,5-dimethyl-3-hexenoic acid